2,8-dibromo-6,6,12,12-tetramethyl-6,12-dihydroindeno[1,2-B]fluorene BrC=1C=CC=2C=3C=C4C(=CC3C(C2C1)(C)C)C1=CC=C(C=C1C4(C)C)Br